3-(2,4-difluorophenyl)-7-fluoro-4-oxo-3,4-dihydrophthalazin-1-yl trifluoromethanesulfonate FC(S(=O)(=O)OC1=NN(C(C2=CC=C(C=C12)F)=O)C1=C(C=C(C=C1)F)F)(F)F